C(C1=CC=CC=C1)OC[C@@H](CC(N1CCN(CC1)C1=NC=C(C=N1)C(F)(F)F)=O)N(C)CC1=NNC(C(=C1)C(F)(F)F)=O 3-[[[(1R)-1-(benzyloxymethyl)-3-oxo-3-[4-[5-(trifluoromethyl)pyrimidin-2-yl]piperazin-1-yl]propyl]-methyl-amino]methyl]-5-(trifluoromethyl)-1H-pyridazin-6-one